6-{cyclopropyl[(1R,2R,3S,5S)-2-fluoro-8-azabicyclo[3.2.1]octan-3-yl]amino}pyridazin C1(CC1)N(C1=CC=CN=N1)[C@@H]1[C@@H]([C@H]2CC[C@@H](C1)N2)F